C(C)N(C=1C=C(C=C(C(=O)OC(C)C)C#N)C=CC1)CC isopropyl 3-diethylamino-α-cyanocinnamate